O=C1NC(CCC1NC=1C=CC(=NC1)N1CCC(CC1)C1CCN(CC1)C(=O)OC(C)(C)C)=O tert-butyl 1'-(5-((2,6-dioxopiperidin-3-yl)amino)pyridin-2-yl)-[4,4'-bipiperidine]-1-carboxylate